N-[3-(dimethylamino)propyl]-2'-(quinolin-3-yl)-5',6'-dihydrospiro[azetidine-3,4'-pyrrolo[1,2-b]pyrazole]-1-carboxamide CN(CCCNC(=O)N1CC2(CCN3N=C(C=C32)C=3C=NC2=CC=CC=C2C3)C1)C